C(C)OC1=NC(=CC2=CC=CC(=C12)F)C1=CC2=CC=CC=C2C=C1 ethoxy-8-fluoro-3-(naphthalen-2-yl)isoquinoline